CC1=NC=2C(=NC(=CC2)C=2C=CN3N=C(N=CC32)N[C@@H]3CC[C@H](CC3)N(C)C)N1C trans-N1-(5-(2,3-dimethyl-3H-imidazo[4,5-b]pyridin-5-yl)pyrrolo[2,1-f][1,2,4]triazin-2-yl)-N4,N4-dimethylcyclohexane-1,4-diamine